S(SC[C@@H](C(OC(C)(C)C)=O)NC(CCCCCCCCCCCCCCCCCCCCC(=O)OC(C)(C)C)=O)C[C@@H](C(=O)OC(C)(C)C)NC(CCCCCCCCCCCCCCCCCCCCC(=O)OC(C)(C)C)=O di-tert-butyl 22,22'-(((2R,2'R)-disulfanediylbis(3-(tert-butoxy)-3-oxopropane-1,2-diyl))bis(azanediyl))bis(22-oxodocosanoate)